NC1=C(C=C(C=N1)NC(C(=O)N1[C@@H](CCCC1)C1CCCCC1)=O)C N-(6-amino-5-methyl-3-pyridyl)-2-[(2S)-2-cyclohexyl-1-piperidyl]-2-oxo-acetamide